methyl tricosanate C(CCCCCCCCCCCCCCCCCCCCCC)(=O)OC